C(C)OC1=CC(=C(C=C1)B(O)O)OC (4-Ethoxy-2-methoxyphenyl)boronic acid